4-[7-[1-[2-amino-4-(trifluoromethoxy)benzoyl]-4-piperidyl]-5H-pyrrolo[2,3-b]pyrazin-2-yl]cyclohexanone NC1=C(C(=O)N2CCC(CC2)C2=CNC3=NC=C(N=C32)C3CCC(CC3)=O)C=CC(=C1)OC(F)(F)F